5-bromo-2-[(4-methoxyphenyl)methyl]isoindolin-1-one BrC=1C=C2CN(C(C2=CC1)=O)CC1=CC=C(C=C1)OC